(Z)-N'-(2-chlorophenyl)-4-(((1R,3S)-3-((4-fluorophenyl)sulfonamido)cyclopentyl)amino)-6-(4-methoxy-2-methylphenyl)pyrrolo[1,2-b]pyridazine-3-carboximidamide ClC1=C(C=CC=C1)\N=C(/N)\C1=C(C=2N(N=C1)C=C(C2)C2=C(C=C(C=C2)OC)C)N[C@H]2C[C@H](CC2)NS(=O)(=O)C2=CC=C(C=C2)F